ClC1=NC(=NC(=C1)C1=C(C=CC=C1C)C)NS(=O)(=O)C1=CC(=CC=C1)[N+](=O)[O-] N-[4-Chloro-6-(2,6-dimethylphenyl)pyrimidin-2-yl]-3-nitro-benzenesulfonamide